methyl 4-cyano-5-(2-(1-methyl-1H-pyrazol-4-yl)pyrazolo[5,1-b]thiazole-7-carboxamido)thiophene-2-carboxylate C(#N)C=1C=C(SC1NC(=O)C=1C=NN2C1SC(=C2)C=2C=NN(C2)C)C(=O)OC